5-fluoro-3-(trifluoromethyl)-3-((trimethylsilyl)oxy)indoline FC=1C=C2C(CNC2=CC1)(O[Si](C)(C)C)C(F)(F)F